(E)-3-(8-(4-fluorobenzoyl)-6-(4-fluorophenyl)-6-hydroxy-1,2,3,4-tetrahydropyrrolo[1,2-a]pyrimidin-7(6H)-ylidene)chroman-2,4-dione FC1=CC=C(C(=O)C=2/C(/C(N3C2NCCC3)(O)C3=CC=C(C=C3)F)=C/3\C(OC2=CC=CC=C2C3=O)=O)C=C1